BrC1=NC(=CC(=C1)[C@H]([C@@H](COC)N(C(OCCCC)=O)CCO)O)Cl Z-butyl ((1R,2R)-1-(2-bromo-6-chloropyridin-4-yl)-1-hydroxy-3-methoxy-propan-2-yl)(2-hydroxyethyl)carbamate